(S)-2-(methylamino)-3-(pyridin-3-yl)propanoic acid CN[C@H](C(=O)O)CC=1C=NC=CC1